ClC1=CC=C(CNC(NC2CC3(CC(C3)NC(C3=CC=NC=C3)=O)C2)=O)C=C1 N-(6-(3-(4-chlorobenzyl)ureido)spiro[3.3]heptan-2-yl)isonicotinamide